6-fluoro-8-hydroxy-N-((1-hydroxycyclopentyl)methyl)-4-oxo-4H-chromene-2-carboxamide FC=1C=C2C(C=C(OC2=C(C1)O)C(=O)NCC1(CCCC1)O)=O